(S)-4-((2-(3-Aminopiperidin-1-yl)-1H-benzo[d]imidazol-1-yl)methyl)benzonitril N[C@@H]1CN(CCC1)C1=NC2=C(N1CC1=CC=C(C#N)C=C1)C=CC=C2